1-(bromodifluoromethyl)-5-(2,5-dimethyl-1H-pyrrol-1-yl)-1H-pyrazole BrC(N1N=CC=C1N1C(=CC=C1C)C)(F)F